C1(CC1)NS(=O)(=O)C1=CC(=NC=C1O)OC1=C(C=C(C=C1Cl)N1N=C(C(NC1=O)=O)C(F)F)Cl N-cyclopropyl-2-(2,6-dichloro-4-(6-(difluoromethyl)-3,5-dioxo-4,5-dihydro-1,2,4-triazin-2(3H)-yl)phenoxy)-5-hydroxypyridine-4-sulfonamide